[Si]([O-])([O-])([O-])[O-].[Al+3].[Li+] LITHIUM-ALUMINIUM SILICATE